4-[(E)-2-{5-[2-(trimethylsilyl)ethynyl]pyridin-2-yl}ethenyl]-1,3-thiazol-2-amine C[Si](C#CC=1C=CC(=NC1)/C=C/C=1N=C(SC1)N)(C)C